IC=1C=NN(C1C)CC12CC3(CC(CC(C1)C3)C2)C(=O)[O-] 3-((4-iodo-5-methyl-1H-pyrazol-1-yl) methyl)adamantane-1-carboxylate